N-{2-[(3S,4R)-3-fluoro-4-(2H3)methoxypiperidin-1-yl]pyrimidin-4-yl}-8-[(2R,3S)-3-(methanesulfonylmeth-yl)-2-methylazetidin-1-yl]-5-(propan-2-yl)isoquinolin-3-amine F[C@H]1CN(CC[C@H]1OC([2H])([2H])[2H])C1=NC=CC(=N1)NC=1N=CC2=C(C=CC(=C2C1)C(C)C)N1[C@@H]([C@H](C1)CS(=O)(=O)C)C